Cl.C(C)N=C=N n-ethylcarbodiimide hydrochloride